4-(2-(1-methyl-1H-pyrazol-4-yl)-5-(3-(m-tolyl)-1H-pyrazol-1-yl)thiazolo[5,4-d]pyrimidin-7-yl)morpholine CN1N=CC(=C1)C=1SC=2N=C(N=C(C2N1)N1CCOCC1)N1N=C(C=C1)C=1C=C(C=CC1)C